4-(4-(piperidin-4-ylmethyl)benzyl)morpholine hydrochloride Cl.N1CCC(CC1)CC1=CC=C(CN2CCOCC2)C=C1